FC1(C[C@@]12CCC=1N(C2)N=C(C1C1=C2C(=NC=C1F)NN=C2)C2=NC=C(C=C2)F)F (R)-2,2-Difluoro-3'-(5-fluoro-1H-pyrazolo[3,4-b]pyridin-4-yl)-2'-(5-fluoropyridin-2-yl)-4',5'-dihydro-7'H-spiro[cyclopropane-1,6'-pyrazolo[1,5-a]pyridine]